NC1=NN(C(=C1)C)[C@H](C#N)C (S)-2-(3-amino-5-methyl-1H-pyrazol-1-yl)propanenitrile